(E)-4-((3aS,7aS)-hexahydro-1H-4,7-methanoinden-5(6H)-ylidene)butanal tert-butyl-(R)-methyl((8-(6-methylpyridin-3-yl)chroman-4-yl)methyl)carbamate C(C)(C)(C)OC(N(C[C@@H]1CCOC2=C(C=CC=C12)C=1C=NC(=CC1)C)C)=O.C1CC[C@@H]2C3\C(\CC([C@H]12)C3)=C\CCC=O